imino(methyl)[1-[6-(1,4-oxazepan-4-yl)-2-[1H-pyrrolo[2,3-b]pyridin-4-yl]pyrimidin-4-yl]cyclopropyl]-lambda6-sulfanone N=S(=O)(C1(CC1)C1=NC(=NC(=C1)N1CCOCCC1)C1=C2C(=NC=C1)NC=C2)C